NC[C@H](COC1=CC=C(C=C1)C1=CC=C(C=C1)/C(=C/[C@@H](CO)N1C(=NC=C1)[C@H](C)O)/F)O (S,Z)-4-(4'-((R)-3-amino-2-hydroxypropoxy)-[1,1'-biphenyl]-4-yl)-4-fluoro-2-(2-((S)-1-hydroxyethyl)-1H-imidazol-1-yl)but-3-en-1-ol